4-[(2,3-dichlorophenyl)methyl]-3-[(4-fluorophenyl)methyl]-4,5-dihydro-1,2,4-oxadiazol-5-one ClC1=C(C=CC=C1Cl)CN1C(=NOC1=O)CC1=CC=C(C=C1)F